Rac-(1S,3S,4S,6R)-7,7-dichloro-1-(3-(trifluoromethyl)phenyl)bicyclo[4.1.0]heptane-3,4-dicarboxylic Acid ClC1([C@@H]2C[C@@H]([C@H](C[C@]12C1=CC(=CC=C1)C(F)(F)F)C(=O)O)C(=O)O)Cl |r|